6-(5-methoxyfurfurylamino)purine mesylate S(C)(=O)(=O)O.COC1=CC=C(CNC2=C3NC=NC3=NC=N2)O1